C(CCCCCCCCCCC\C=C/CCCCCCCC)(=O)O.[Na] sodium erucic acid